C1(CC1)CN1CC2=CC(=CC=C2CC1)N1N=C(N=C1N)N (2-(cyclopropylmethyl)-1,2,3,4-tetrahydroisoquinolin-7-yl)-1H-1,2,4-triazole-3,5-diamine